O\N=C(\N)/C1=NON=C1 (E)-N'-hydroxy-1,2,5-oxadiazole-3-carboxamidine